C(C)(C)N(P(OCCC#N)OCCCOCOC(C)C1=C(C=CC(=C1)CN1N=NC(=C1)CCCCCC)[N+](=O)[O-])C(C)C 2-Cyanoethyl (((1-(5-(4-(hexyl)-1H-1,2,3-triazol-1-ylmethyl)-2-nitrophenyl) ethoxy) methoxy) propyl) diisopropylphosphoramidite